1,4-dinitrylcyclobutane [N+](=O)([O-])C1CCC1[N+](=O)[O-]